N-[(2-aminoquinolin-7-yl)methyl]-N-(2,3-dihydro-1,4-benzodioxin-5-yl)pyridine-3-carboxamide NC1=NC2=CC(=CC=C2C=C1)CN(C(=O)C=1C=NC=CC1)C1=CC=CC=2OCCOC21